FC1=C(C(=CC=2SC(=CC21)C(CC(C(=O)O)(C)C)=O)OC)OCCCOC2=C(C1=C(SC(=C1)C(CS(=O)(=O)O)=O)C=C2OC)F 4-(4-Fluoro-5-(3-((4-fluoro-6-methoxy-2-(2-sulfoacetyl)benzo[b]thiophen-5-yl)oxy)propoxy)-6-methoxybenzo[b]thiophen-2-yl)-2,2-dimethyl-4-oxobutanoic acid